C(C)(C)(C)C1=CC=C(C=C1)C=1C(=C2C(=NC1)NC=C2)Cl 5-(4-(tert-butyl)phenyl)-4-chloro-1H-pyrrolo[2,3-b]Pyridine